OCCN(CCO)CCCCCCCCCCCCC N,N-bis(2-hydroxyethyl)tridecylamine